N1=CC(=CC(=C1)S(=O)(=O)N)C1=CC=NC=C1 [3,4'-bipyridine]-5-sulfonamide